(2S)-N-(4-(Cyclopropylamino)-3,4-dioxo-1-((S)-2-oxopyrrolidin-3-yl)butan-2-yl)-2-((S)-3-(2,4-difluorophenyl)pentanamido)-4,4-dimethylpentanamid C1(CC1)NC(C(C(C[C@H]1C(NCC1)=O)NC([C@H](CC(C)(C)C)NC(C[C@H](CC)C1=C(C=C(C=C1)F)F)=O)=O)=O)=O